(R)-2-amino-3-oxopropionic acid N[C@@H](C(=O)O)C=O